CC(C(=O)[O-])CCCC.[Sn+4].CC(C(=O)[O-])CCCC.CC(C(=O)[O-])CCCC.CC(C(=O)[O-])CCCC tin 2-methylhexanoate